(R)-2-(diphenylphosphino)-1-phenylethanamine C1(=CC=CC=C1)P(C[C@H](N)C1=CC=CC=C1)C1=CC=CC=C1